N-[(5-fluorobenzofuran-4-yl)methyl]-1,5-dimethyl-4-[7-methyl-1-(2-trimethylsilylethoxymethyl)indazol-5-yl]sulfonyl-pyrrole-2-carboxamide FC=1C=CC2=C(C=CO2)C1CNC(=O)C=1N(C(=C(C1)S(=O)(=O)C=1C=C2C=NN(C2=C(C1)C)COCC[Si](C)(C)C)C)C